4-(2-(difluoromethoxy)-6-fluorophenyl)-N-(5-((5-((S)-1-hydroxyethyl)pyridin-2-yl)methoxy)-1,3,4-thiadiazol-2-yl)-6-methylnicotinamide FC(OC1=C(C(=CC=C1)F)C1=CC(=NC=C1C(=O)NC=1SC(=NN1)OCC1=NC=C(C=C1)[C@H](C)O)C)F